C1(CC2C(CC1)O2)CC[Si](O[Si](C)(C)C)(C)CCC2CC1C(CC2)O1 bis[2-(3,4-epoxycyclohexyl)ethyl]-tetramethyldisiloxane